rac-(3-((1R,3S)-3-((Dimethylamino)methyl)-cyclohexyl)-1,2,3-oxadiazol-3-ium-5-yl)((3-(2-(o-tolyl)acetamido)-5-(trifluoromethyl)phenyl)-carbamoyl)amide CN(C)C[C@@H]1C[C@@H](CCC1)[N+]1=NOC(=C1)[N-]C(NC1=CC(=CC(=C1)C(F)(F)F)NC(CC1=C(C=CC=C1)C)=O)=O |r|